C(C)OC(=O)C1=NN(C(=C1)I)CCN1CCOCC1.C(#N)C=1C=C(C(=O)NC2=CC(=CC(=C2)C(F)(F)F)N2C=NC(=C2)C)C=CC1C 3-Cyano-4-methyl-N-(3-(4-methyl-1H-imidazol-1-yl)-5-(trifluoromethyl)phenyl)benzamide ethyl-5-iodo-1-(2-morpholinoethyl)-1H-pyrazole-3-carboxylate